ethyl (2R)-5-amino-1-[4-bromo-3-(trifluoromethyl) benzoyl]-2-methyl-3,6-dihydro-2H-pyridine-4-carboxylate NC1=C(C[C@H](N(C1)C(C1=CC(=C(C=C1)Br)C(F)(F)F)=O)C)C(=O)OCC